ClC1=CN=C(C(N1C)=O)C 6-chloro-1,3-dimethylpyrazin-2(1H)-one